S(=O)(=O)(C1=NNC=N1)C1=NNC=N1 Sulfonylbis-(1,2,4-triazole)